COC(=O)N1C(CCC1(C)C)(C)C methoxycarbonyl-2,2,5,5-tetramethylpyrrolidine